2-allylthio-1-(4-methylsulfonylphenyl)ethane-1-one C(C=C)SCC(=O)C1=CC=C(C=C1)S(=O)(=O)C